3-cyclopropyl-1-{3-[(phenylcarbamoyl)-amino]phenyl}urea C1(CC1)NC(NC1=CC(=CC=C1)NC(NC1=CC=CC=C1)=O)=O